C(C)(C)[C@H]1[C@H](C(C(O1)C(=O)OC(C)(C)C)=O)C tert-butyl (4R,5S)-5-isopropyl-4-methyl-3-oxo-tetrahydrofuran-2-carboxylate